4-Carbamoylbenzamide C(N)(=O)C1=CC=C(C(=O)N)C=C1